2,4,6-Triallyloxy-1,3,5-triazin C(C=C)OC1=NC(=NC(=N1)OCC=C)OCC=C